C(C)OCC=1NC(=C(N1)COC)C1=CC=CC=C1 2-(ethoxymethyl)-4-(methoxymethyl)-5-phenyl-1H-imidazole